FC1=CC=C(C\C=C\2/CN(C\C(\C2=O)=C/CC2=CC=C(C=C2)F)C(CCCC(=O)NC2=CCC(C=C2)=S(=O)=O)=O)C=C1 5-(3,5-Bis((E)-4-fluorobenzylmethylene)-4-oxopiperidin-1-yl)-5-oxo-N-(4-sulfonylphenyl)pentanamide